7-(1-(1-ethoxyethyl)-1H-pyrazol-4-yl)-6-fluoro-N-((S)-1-fluoropropan-2-yl)-8-isopropoxy-[1,2,4]triazolo[1,5-a]pyridin-2-amine C(C)OC(C)N1N=CC(=C1)C1=C(C=2N(C=C1F)N=C(N2)N[C@H](CF)C)OC(C)C